C(C)(=O)NCC1CCN(CC1)CC1=CC(=NC(=C1)C1=CC(=CC(=C1)Cl)Cl)OC=1C=CC(=NC1)N1CCN(CCC1)CCC(=O)O 3-(4-(5-((4-((4-(acetamidomethyl)piperidin-1-yl)methyl)-6-(3,5-dichlorophenyl)pyridin-2-yl)oxy)pyridin-2-yl)-1,4-diazepan-1-yl)propanoic acid